S1C=NC2=C1C=CC(=C2)NC2=CC=NC1=CC(=CC=C21)C2=C(C=C(OC1CCN(CC1)C(=O)OC(C)(C)C)C=C2)F tert-butyl 4-(4-(4-(benzo[d]thiazol-5-ylamino)quinolin-7-yl)-3-fluorophenoxy)piperidine-1-carboxylate